4-oxo-6-((1S,2S)-2-(3-oxomorpholino)cyclobutyl)-1-((S)-1-(6-(trifluoromethyl)pyridin-3-yl)ethyl)-4,5-dihydro-1H-pyrazolo[3,4-d]pyrimidine-3-carbonitrile O=C1C2=C(N=C(N1)[C@@H]1[C@H](CC1)N1C(COCC1)=O)N(N=C2C#N)[C@@H](C)C=2C=NC(=CC2)C(F)(F)F